({6-[(1,3-benzothiazol-2-yl)amino]-5-methylpyridazin-3-yl}(methyl)amino)thiophene-2-carboxylic acid S1C(=NC2=C1C=CC=C2)NC2=C(C=C(N=N2)N(C)C2=C(SC=C2)C(=O)O)C